[P].BrC1=C2C=CN=CC2=C(C=C1)C1=C(C=CC=C1OC)OC 5-bromo-8-(2,6-dimethoxyphenyl)isoquinoline phosphorus